N1(C=NC=C1)C=1C=C(CN(C=2SC=C(N2)CN2CCCCC2)CC2=CC(=CC=C2)OC)C=CC1 N-(3-(1H-imidazol-1-yl)benzyl)-N-(3-methoxybenzyl)-4-(piperidin-1-ylmethyl)thiazol-2-amine